FC(N1C(=NC2=C1C=CC=C2)N2CCC(CC2)NC2=CC=C1C(=NN(C1=C2)C)C2=CC(=NC=C2)CO)F (4-(6-((1-(1-(difluoromethyl)-1H-benzo[d]imidazol-2-yl)piperidin-4-yl)amino)-1-methyl-1H-indazol-3-yl)pyridin-2-yl)methanol